2,3-bis-(4-chlorophenyl)-2,3-butanediamine ClC1=CC=C(C=C1)C(C)(C(C)(N)C1=CC=C(C=C1)Cl)N